C[Si](CCOC(NCCCN(C(CCl)=O)[C@H](C1CCCCC1)C=1N(C=C(C1)C1=C(C=CC(=C1)F)F)CC1=CC=CC=C1)=O)(C)C 2-(Trimethylsilyl)ethyl-(3-{[(R)-[1-benzyl-4-(2,5-difluorophenyl)-1H-pyrrol-2-yl](cyclohexyl)methyl](chloroacetyl)amino}propyl)carbamate